C(#N)C=1SC2=C(C1)CCC(C2)N(C(OC(C)(C)C)=O)C tert-butyl N-(2-cyano-4,5,6,7-tetrahydrobenzothiophen-6-yl)-N-methyl-carbamate